(E)-1-(4-Hydroxyphenyl)-3-[4-methoxy-3-[(2,4,6-tribromophenoxy)methyl]phenyl]prop-2-en-1-one OC1=CC=C(C=C1)C(\C=C\C1=CC(=C(C=C1)OC)COC1=C(C=C(C=C1Br)Br)Br)=O